N-(4-fluorophenyl)-3-(piperidin-4-yl)benzamide FC1=CC=C(C=C1)NC(C1=CC(=CC=C1)C1CCNCC1)=O